FC1=C(NC2=C(C=CC=C2)B2OC(C(O2)(C)C)(C)C)C=CC(=C1)[N+](=O)[O-] 2-fluoro-4-nitro-N-(2-(4,4,5,5-tetramethyl-1,3,2-dioxaborolan-2-yl)phenyl)aniline